COC=1C(=CC=C(C=O)C1)OP(=O)(OC1=CC=CC=C1)OC1=CC=CC=C1 5-methoxy-4-(diphenylphosphonooxy)benzaldehyde